FC1=C(CC2CN(C2)C(=O)[C@@H]2CC[C@H]3N2C(CC[C@@H]2[C@@H](C3)C2)=O)C=C(C=C1)F (3S,6S,7aS,8aR,9aR)-3-(3-(2,5-difluoro-benzyl)azetidine-1-carbonyl)-5-oxodeca-hydro-1H-cyclopropa[d]pyrrolo[1,2-a]azocin